O1C(=CC=C1)C1=NC=2N(C(=C1)C(F)(F)F)N=C(C2)C(=O)N 5-(furan-2-yl)-7-(trifluoromethyl)pyrazolo[1,5-a]pyrimidine-2-carboxamide